[Pd](Cl)Cl.C1(=CC=CC=C1)P([C-]1C=CC=C1)C1=CC=CC=C1.[C-]1(C=CC=C1)P(C1=CC=CC=C1)C1=CC=CC=C1.[Fe+2] 1,1'-bis(diphenylphosphino)-ferrocene palladium (II) dichloride